C(C1=CC=CC=C1)C1N(CCC(C1)C1=C(C=C(C=C1)Br)F)C(=O)O.C(C)(C)(C)N=C(N(C)C)N(C)C 2-tert-butyl-1,1,3,3-tetramethyl-guanidine benzyl-4-(4-bromo-2-fluorophenyl)piperidine-1-carboxylate